tert-butyl 6-[7-[4-fluoro-2-(2-methoxyethoxy)phenyl]-6-hydroxy-thieno[3,2-c]pyridin-4-yl]-3,4-dihydro-1H-isoquinoline-2-carboxylate FC1=CC(=C(C=C1)C=1C2=C(C(=NC1O)C=1C=C3CCN(CC3=CC1)C(=O)OC(C)(C)C)C=CS2)OCCOC